5-cyano-2-(4-fluoro-2-methoxy-phenoxy)-6-methyl-N-(3-methylsulfonylphenyl)pyridine-3-carboxamide C(#N)C=1C=C(C(=NC1C)OC1=C(C=C(C=C1)F)OC)C(=O)NC1=CC(=CC=C1)S(=O)(=O)C